C[C@@H]1N(C2=CC=CC=C2[C@@H](C1)NC1=CC=C(C=C1)C(C(=O)O)CCC=O)C(CC)=O (4-(((2s,4r)-2-methyl-1-propionyl-1,2,3,4-tetrahydroquinolin-4-yl)amino)phenyl)-5-oxopentanoic acid